C(C)OC=1C=C(C=2N(C1)N=C1C2C=NN1)C=1C=NC(=CC1)F 6-ethoxy-4-(6-fluoropyridine-3-yl)-1H-pyrazolo[3',4':3,4]pyrazolo[1,5-a]pyridine